C(C)[C@H]1[C@H](NC(C1)=O)CNC1=NC=CC=2C=C(C=3N(C12)C=CN3)C(=O)N 1-((((2S,3R)-3-ETHYL-5-OXOPYRROLIDIN-2-YL)METHYL)AMINO)IMIDAZO[1,2-A][1,7]NAPHTHYRIDINE-6-CARBOXAMIDE